O1CCNCC2C1=CC(=NC2)C(=O)[O-] Pyrido[3,4-f][1,4]Oxazepan-8(6H)-carboxylate